1,1-Bis(methylthio)ethylene CSC(=C)SC